2-{[(2S)-1,4-dioxan-2-yl]methyl}-N-{[(2R,5R)-5-methyloxolan-2-yl]methyl}-8-(trifluoromethyl)-4,5-dihydro-2H-furo[2,3-g]indazole-7-carboxamide O1[C@H](COCC1)CN1N=C2C3=C(CCC2=C1)OC(=C3C(F)(F)F)C(=O)NC[C@@H]3O[C@@H](CC3)C